C(C)(C)OC([C@@H]1[C@H]([C@@H]([C@H]([C@H](O)O1)O)O)O)=O beta-D-glucuronic acid isopropyl ester